C1(CC1)C=1C=C(C=CC1)CNC(=O)C=1N=NN(C1)CCC(CN1N=NC(=C1)C(NCC1=NC=CC(=C1)C1CC1)=O)F N-[(3-cyclopropylphenyl)methyl]-1-[4-(4-{[(4-cyclopropylpyridin-2-yl)methyl]carbamoyl}-1H-1,2,3-triazol-1-yl)-3-fluorobutyl]-1H-1,2,3-triazole-4-carboxamide